11-(phenylthio)undecan-1-ol C1(=CC=CC=C1)SCCCCCCCCCCCO